bis-{(1,1-dimethyl-2-propynyl)oxy}dimethyl-silane CC(C#C)(C)O[Si](C)(C)OC(C#C)(C)C